4-chloro-2-(6-(((1r,2r,3s,5s)-2-fluoro-9-azabicyclo[3.3.1]non-3-yl)oxy)pyridazin-3-yl)-5-(1-methyl-1H-pyrazol-4-yl)phenol ClC1=CC(=C(C=C1C=1C=NN(C1)C)O)C=1N=NC(=CC1)O[C@@H]1[C@@H]([C@H]2CCC[C@@H](C1)N2)F